1-(4-((4-(2-acetoxy-3-(ethylsulfonyl)propoxy)-3,5-dichlorophenyl)sulfonyl)phenoxy)-3-chloropropan-2-yl acetate C(C)(=O)OC(COC1=CC=C(C=C1)S(=O)(=O)C1=CC(=C(C(=C1)Cl)OCC(CS(=O)(=O)CC)OC(C)=O)Cl)CCl